6-bromo-1-methyl-4-[4-(5-methyl-1,3-benzooxazol-2-yl)piperidin-1-yl]-2-oxo-1,2-dihydroquinoline-3-carboxamide BrC=1C=C2C(=C(C(N(C2=CC1)C)=O)C(=O)N)N1CCC(CC1)C=1OC2=C(N1)C=C(C=C2)C